C(C1=CC=CC=C1)OC(C(F)(F)F)(COCCCO)C1=NN=C(O1)C1=C(C=C(C(=N1)C(=O)OC)C(F)(F)F)NC(=O)OC(C)(C)C Methyl 6-[5-[1-benzyloxy-2,2,2-trifluoro-1-(3-hydroxypropoxymethyl)ethyl]-1,3,4-oxadiazol-2-yl]-5-(tert-butoxycarbonylamino)-3-(trifluoromethyl)pyridine-2-carboxylate